FC1=CC=C(C=C1)C1(OC2=CC(=C(C(=C2C(C1)=O)OC)OC(C)=O)OC)C1=CC=CC=C1 2-(4-fluorophenyl)-5,7-dimethoxy-6-acetoxy-flavone